5-((4-(ethoxymethyl)-4-(2-(thiophen-3-yl)ethyl)piperidin-1-yl)methyl)-2-methylthiazole C(C)OCC1(CCN(CC1)CC1=CN=C(S1)C)CCC1=CSC=C1